1-[6-[5-[4-[4-[2-(2,6-dioxo-3-piperidyl)-1-oxo-isoindolin-5-yl]piperazin-1-yl]butyl]-1,2,4-oxadiazol-3-yl]-5-methyl-3-pyridyl]-3-(7-isopropylpyrazolo[1,5-a]pyrimidin-6-yl)urea O=C1NC(CCC1N1C(C2=CC=C(C=C2C1)N1CCN(CC1)CCCCC1=NC(=NO1)C1=C(C=C(C=N1)NC(=O)NC=1C=NC=2N(C1C(C)C)N=CC2)C)=O)=O